2-[4-[5-[[5-[2,2-dimethyl-4-(oxetan-3-yl)piperazin-1-yl]-2-pyridyl]amino]-1-methyl-6-oxo-3-pyridyl]-3-(hydroxymethyl)-2-pyridyl]-3,4,6,7,8,9-hexahydropyrazino[1,2-a]indol-1-one CC1(N(CCN(C1)C1COC1)C=1C=CC(=NC1)NC1=CC(=CN(C1=O)C)C1=C(C(=NC=C1)N1C(C=2N(C=3CCCCC3C2)CC1)=O)CO)C